C(#N)C(C)(C)C1=CC=CC(=N1)C(=O)N 6-(2-cyanopropan-2-yl)picolinamide